C1(CC1)C=1C=CC=2N(C1N1C[C@H]3CN(C([C@H]3C1)(C)C)S(=O)(=O)C)C=NC2 |r| Racemic-6-cyclopropyl-5-((3aR,6aS)-4,4-dimethyl-5-(methylsulfonyl)hexa-hydropyrrolo[3,4-c]pyrrol-2(1H)-yl)imidazo[1,5-a]pyridine